tert-butyl (1R,5S,8S)-8-[[5-(3-chlorophenoxy)-1-(propan-2-yl)-1H-1,2,4-triazol-3-yl] amino]-3-azabicyclo[3.2.1]octane-3-carboxylate ClC=1C=C(OC2=NC(=NN2C(C)C)NC2[C@H]3CN(C[C@@H]2CC3)C(=O)OC(C)(C)C)C=CC1